tert-butyl 5-(8-methoxy-[1,2,4]triazolo[1,5-a]pyridin-6-yl)-2-(1,4-dioxaspiro[4.5]dec-8-yl)-6-vinyl-4H-pyrrolo[3,2-d]thiazole-4-carboxylate COC=1C=2N(C=C(C1)C1=C(C=3N=C(SC3N1C(=O)OC(C)(C)C)C1CCC3(OCCO3)CC1)C=C)N=CN2